N-(5-methoxy-3-pyridyl)-2,2-dimethyl-propanamide COC=1C=C(C=NC1)NC(C(C)(C)C)=O